N1(CCCCC1)CCCNC(=O)OC(COCCCCCCCC(=O)OC(CCCCCCCC)CCCCCCCC)C(COCCCCCCCC(=O)OC(CCCCCCCC)CCCCCCCC)OC(NCCCN1CCCCC1)=O di(heptadecan-9-yl) 8,8'-((2,3-bis(((3-(piperidin-1-yl)propyl)carbamoyl)oxy)-butane-1,4-diyl)bis(oxy))dioctanoate